FC(C(N)C1=CC(=CC=C1)C(F)(F)F)F 2,2-difluoro-1-[3-(trifluoromethyl)phenyl]Ethan-1-amine